Cl.CC=1[C@H](C2=CC(=CC=C2C1)C)N (1R,2S)-2,6-dimethylinden-1-amine hydrochloride